FC=1C=C2C(=C(C(C2=CC1)CC1=CC=C(C=C1)C(C)C)C)CC(=O)NC (Z)-2-(5-fluoro-1-(4-isopropylbenzyl)-2-methyl-1H-inden-3-yl)-N-methylacetamide